N-tert-butyl-3-(2-propan-2-ylpyrazol-3-yl)-5-[4-(trifluoromethyl)phenyl]benzamide C(C)(C)(C)NC(C1=CC(=CC(=C1)C1=CC=C(C=C1)C(F)(F)F)C=1N(N=CC1)C(C)C)=O